C(C1CCC(CC1)N=C=O)C1CCC(CC1)N=C=O 4,4'-methylenebis(isocyanatocyclohexane)